The molecule is a benzimidazole substituted with a carbamoyl group at C-4 and a (2R)-2-methylpyrrolidin-2-yl moiety at C-2. It is a potent, orally bioavailable PARP inhibitor. It has a role as an EC 2.4.2.30 (NAD(+) ADP-ribosyltransferase) inhibitor. C[C@@]1(CCCN1)C2=NC3=C(C=CC=C3N2)C(=O)N